(R)-3-fluoro-N-((3-(3-fluoro-4-morpholinophenyl)-2-oxooxazolidin-5-yl)methyl)benzenesulfonamide FC=1C=C(C=CC1)S(=O)(=O)NC[C@H]1CN(C(O1)=O)C1=CC(=C(C=C1)N1CCOCC1)F